ammonium Thiosulfate S(=S)(=O)([O-])[O-].[NH4+].[NH4+]